BrC=1C(=C(C=C(C1)C#N)N1[C@H](CN(CC1)C(=O)OC(C)(C)C)CC)Cl tert-butyl (S)-4-(3-bromo-2-chloro-5-cyanophenyl)-3-ethylpiperazine-1-carboxylate